2-(2-(ethylsulfonyl)-6-(4-(trifluoromethoxy)phenyl)pyrazolo[1,5-a]pyrimidin-3-yl)-3-methyl-6-(trifluoromethyl)-3H-imidazo[4,5-c]pyridine C(C)S(=O)(=O)C1=NN2C(N=CC(=C2)C2=CC=C(C=C2)OC(F)(F)F)=C1C1=NC2=C(C=NC(=C2)C(F)(F)F)N1C